1-(2-chlorothieno[3,2-d]pyrimidin-4-yl)-N-(4-methoxyphenyl)piperidine-4-carboxamide 6-(tert-butoxycarbonyl)-3,9,12-trioxa-6-azatetradecane-1,14-diyl-dimethanesulfonate C(C)(C)(C)OC(=O)N(CCOCCCS(=O)(=O)O)CCOCCOCCCS(=O)(=O)O.ClC=1N=C(C2=C(N1)C=CS2)N2CCC(CC2)C(=O)NC2=CC=C(C=C2)OC